5-bromo-2-(2-fluorophenyl)-1,3-thiazole-4-carboxylic acid BrC1=C(N=C(S1)C1=C(C=CC=C1)F)C(=O)O